C(#N)C1=CC(=C(C=C1)C1=CN(C2=NC=CC(=C21)OC2=C(C=C(C=C2F)NC(=O)N[C@H](C)C2COC2)F)COCC[Si](C)(C)C)F |r| (+/-)-N-(4-{[3-(4-cyano-2-fluorophenyl)-1-{[2-(trimethylsilyl)ethoxy]methyl}-1H-pyrrolo[2,3-b]pyridin-4-yl]oxy}-3,5-difluorophenyl)-N'-[1-(oxetan-3-yl)ethyl]urea